C(CC)(=O)OC1C2CCC(C1)(C2(C)C)C (1,7,7-trimethyl-5-bicyclo[2.2.1]heptanyl) propanoate